N[C@@H](/C=C/C(=O)N1CC2=C([C@@H](C1)C1=C(C=CC=C1)C=1C(=NN(C1)CC)C(F)(F)F)C=C(S2)C#N)CO (S)-6-((S,E)-4-Amino-5-hydroxypent-2-enoyl)-4-(2-(1-ethyl-3-(trifluoromethyl)-1H-pyrazol-4-yl)phenyl)-4,5,6,7-tetrahydrothieno[2,3-c]pyridine-2-carbonitrile